N-[3-[5-[4-[4-[2-[4-[4-[(2,6-dioxo-3-piperidyl)amino]phenyl]-1-piperidyl]acetyl]piperazin-1-yl]phenyl]-1H-pyrrolo[2,3-b]pyridine-3-carbonyl]-2,4-difluoro-phenyl]cyclopentanesulfonamide O=C1NC(CCC1NC1=CC=C(C=C1)C1CCN(CC1)CC(=O)N1CCN(CC1)C1=CC=C(C=C1)C=1C=C2C(=NC1)NC=C2C(=O)C=2C(=C(C=CC2F)NS(=O)(=O)C2CCCC2)F)=O